N-(4-((5-(1,6-dimethyl-1H-pyrazolo[3,4-b]pyridin-4-yl)-3-methyl-4,5,6,7-tetrahydro-1H-pyrazolo[4,3-c]pyridin-1-yl)methyl)bicyclo[2.2.2]octan-1-yl)-N-methyloxetan-3-amine CN1N=CC=2C1=NC(=CC2N2CC1=C(CC2)N(N=C1C)CC12CCC(CC1)(CC2)N(C2COC2)C)C